methyl 2-((2-(((tert-butoxycarbonyl)(2-(6-methoxy-3-nitropyridin-2-yl)-2-methylpropyl)amino)methyl)-4-fluorophenyl)amino)-5-fluoro-4-(trifluoromethyl)benzoate C(C)(C)(C)OC(=O)N(CC(C)(C)C1=NC(=CC=C1[N+](=O)[O-])OC)CC1=C(C=CC(=C1)F)NC1=C(C(=O)OC)C=C(C(=C1)C(F)(F)F)F